CC1(OCC(O1)CN1CC=2C=CC(=NC2CC1)COC=1C=C(C=2N(N1)C(=NN2)C2=NOC(=C2)C)OC)C 3-(6-((6-((2,2-dimethyl-1,3-dioxolan-4-yl)methyl)-5,6,7,8-tetrahydro-1,6-naphthyridin-2-yl)methoxy)-8-methoxy-[1,2,4]triazolo[4,3-b]pyridazine-3-yl)-5-methylisoxazole